O1C(=CC=C1)P(C=1OC=CC1)C=1OC=CC1 tri(furan-2-yl)phosphane